OC1=CC=C(C=C1)C1=CC2=C(N=C(S2)N2C(C3C4C=CC(C3C2=O)C4)=O)C=C1 4-[6-(4-hydroxyphenyl)-1,3-benzothiazol-2-yl]-4-azatricyclo[5.2.1.02,6]dec-8-ene-3,5-dione